BrC1=C(C(=CC=C1)C(C)O)O 2-bromo-6-(1-hydroxyethyl)phenol